FC1=C2CN(C(C2=CC(=C1C1CCN(CC1)CC1COCC1)F)=O)C1C(NC(CC1)=O)=O 3-(4,6-difluoro-1-oxo-5-(1-((tetrahydrofuran-3-yl)methyl)piperidin-4-yl)isoindolin-2-yl)piperidine-2,6-dione